(3,4-dichlorophenoxy)acetic acid ClC=1C=C(OCC(=O)O)C=CC1Cl